[N+](=O)([O-])C=1C=C2C(=NN(C2=CC1)C1OCCCC1)C1=NC2=C(N1COCC[Si](C)(C)C)CN(C2)C(=O)OC(C)(C)C tert-butyl 2-(5-nitro-1-(tetrahydro-2H-pyran-2-yl)-1H-indazol-3-yl)-1-((2-(trimethylsilyl) ethoxy) methyl)-4,6-dihydropyrrolo[3,4-d]imidazole-5(1H)-carboxylate